OC1=C(CN)C=CC=C1 2-HYDROXYBENZYLAMIN